methyltrimethyldisilazane CN([Si](C)(C)C)[SiH3]